2-[1-[2-ethylsulfanyl-6-methyl-4-oxo-3-(trifluoromethyl)chromen-8-yl]ethylamino]benzoic acid tert-butyl ester C(C)(C)(C)OC(C1=C(C=CC=C1)NC(C)C=1C=C(C=C2C(C(=C(OC12)SCC)C(F)(F)F)=O)C)=O